The molecule is a synthetic peptide of 20 amino acids, comprising D-Phe, Pro, Arg, Pro, Gly, Gly, Gly, Gly, Asn, Gly, Asp, Phe, Glu, Glu, Ile, Pro, Glu, Glu, Tyr, and Leu in sequence. A congener of hirudin (a naturally occurring drug found in the saliva of the medicinal leech), it a specific and reversible inhibitor of thrombin, and is used as an anticoagulant. It has a role as an anticoagulant and an EC 3.4.21.5 (thrombin) inhibitor. CC[C@H](C)[C@@H](C(=O)N1CCC[C@H]1C(=O)N[C@@H](CCC(=O)O)C(=O)N[C@@H](CCC(=O)O)C(=O)N[C@@H](CC2=CC=C(C=C2)O)C(=O)N[C@@H](CC(C)C)C(=O)O)NC(=O)[C@H](CCC(=O)O)NC(=O)[C@H](CCC(=O)O)NC(=O)[C@H](CC3=CC=CC=C3)NC(=O)[C@H](CC(=O)O)NC(=O)CNC(=O)[C@H](CC(=O)N)NC(=O)CNC(=O)CNC(=O)CNC(=O)CNC(=O)[C@@H]4CCCN4C(=O)[C@H](CCCNC(=N)N)NC(=O)[C@@H]5CCCN5C(=O)[C@@H](CC6=CC=CC=C6)N